COC(=O)N[C@H]1[C@H](NCCC1)C(=O)OC methyl (2S,3R)-3-((methoxycarbonyl)amino)piperidine-2-carboxylate